N1N=CC(=C1)C1=CC2=C(O[C@@H](CN2)[C@@H](C2=CC=CC=C2)NCCC2=CC=C(C#N)C=C2)N=C1 4-(2-(((R)-((S)-7-(1H-pyrazol-4-yl)-2,3-dihydro-1H-pyrido[2,3-b][1,4]oxazin-3-yl)(phenyl)methyl)amino)ethyl)benzonitrile